non-2-en-2-olate sodium [Na+].CC(=CCCCCCC)[O-]